NC=1C(=C(C=CC1)SC=1N=CC(=NC1)N1C=CC(C=C1)(C)NC(OC(C)(C)C)=O)Cl Tert-butyl (1-(5-((3-amino-2-chlorophenyl)thio)pyrazin-2-yl)-4-methylpyridin-4-yl)carbamate